4'-{[1-({1-[4-(propan-2-yl)phenyl]ethyl}carbamoyl)-DL-prolyl]amino}[1,1'-biphenyl]-4-carboxylic acid CC(C)C1=CC=C(C=C1)C(C)NC(=O)N1[C@@H](CCC1)C(=O)NC1=CC=C(C=C1)C1=CC=C(C=C1)C(=O)O |r|